3-Aminopyridone NC=1C(NC=CC1)=O